COC(=O)C=1SC=C(C1)C=1C=C2C(=NC1)NC(=C2)C2=CC=C(C=C2)F.C2(=CC=CC1=CC=CC=C21)[Si](OC)(OC)OC α-naphthyl-trimethoxysilane methyl-4-(2-(4-fluorophenyl)-1H-pyrrolo[2,3-b]pyridin-5-yl)thiophene-2-carboxylate